[Pd](Cl)Cl.CP(C)C.CP(C)C bis(trimethylphosphine) palladium dichloride